N-(3-Chlorophenylthio)succinimide ClC=1C=C(C=CC1)SN1C(CCC1=O)=O